1-chloro-6-(2-fluoro-6-methylphenyl)isoquinoline-7-carbonitrile ClC1=NC=CC2=CC(=C(C=C12)C#N)C1=C(C=CC=C1C)F